5-(5-Formyl-2-furanyl)-2-hydroxy-N-(4-methoxyphenyl)benzamide C(=O)C1=CC=C(O1)C=1C=CC(=C(C(=O)NC2=CC=C(C=C2)OC)C1)O